C(C)(C)(C)C1CN(CCN1)C=1N=NC(=CN1)C1=C2C=NN(C2=C(C=C1)N1N=C(C=C1)C)COCC[Si](C)(C)C 4-[3-(3-tert-butylpiperazin-1-yl)-1,2,4-triazin-6-yl]-7-(3-methylpyrazol-1-yl)-1-{[2-(trimethylsilyl)ethoxy]-methyl}indazole